1-(4-(3-((4-(trifluoromethyl)phenyl)amino)pyrazin-2-yl)piperazin-1-yl)prop-2-yn-1-one FC(C1=CC=C(C=C1)NC=1C(=NC=CN1)N1CCN(CC1)C(C#C)=O)(F)F